6''-((6-AMINOPYRIMIDIN-4-YL)AMINO)-8''-METHYL-2''H-DISPIRO[CYCLOPROPANE-1,1'-CYCLOHEPTANE-4',3''-IMIDAZO[1,5-A]PYRIDINE]-1'',5''-DIONE NC1=CC(=NC=N1)NC1=CC(=C2N(C1=O)C1(NC2=O)CCC2(CCC1)CC2)C